1-((2-bromophenyl)thio)butan-2-one BrC1=C(C=CC=C1)SCC(CC)=O